Cl.Cl.F[C@H]1C(NC(C[C@H]1N1C=CC2=C1N=NC(=C2)C2=C(C=C(C=C2)N2N=NC=C2)O)(C)C)(C)C 2-{7-[(3R,4R)-3-fluoro-2,2,6,6-tetramethylpiperidin-4-yl]-7H-pyrrolo[2,3-c]pyridazin-3-yl}-5-(1H-1,2,3-triazol-1-yl)phenol dihydrochloride